FC=1C=C(C=C(C1)F)[C@@H]1CCC2=NN(C(N21)=O)[C@@H]2C[C@H](C2)OC2=NOC1=C2C=CC(=C1)F (5S)-5-(3,5-difluorophenyl)-2-{trans-3-[(6-fluoro-1,2-benzoxazol-3-yl)oxy]cyclobutyl}-2,5,6,7-tetrahydro-3H-pyrrolo[2,1-c][1,2,4]triazol-3-one